8-(4-chloro-2-fluoro-phenyl)-2,3-dimethyl-6-[2-(1H-pyrazol-4-yl)morpholin-4-yl]pyrido[3,4-d]pyrimidin-4-one ClC1=CC(=C(C=C1)C1=NC(=CC2=C1N=C(N(C2=O)C)C)N2CC(OCC2)C=2C=NNC2)F